FC(C1=C(C=CC(=C1)C(F)(F)F)C=C1CCN(CC1)C(=O)OC(C)(C)C)(F)F tert-butyl 4-[[2,4-bis(trifluoromethyl)phenyl]methylene]piperidine-1-carboxylate